tert-butyl 4-[1-hydroxy-1-(1-trityl-1H-imidazol-4-yl)ethyl]indole-1-carboxylate OC(C)(C=1N=CN(C1)C(C1=CC=CC=C1)(C1=CC=CC=C1)C1=CC=CC=C1)C1=C2C=CN(C2=CC=C1)C(=O)OC(C)(C)C